FC=1C=C(CN2C(C(=CC(=C2)C(=O)N[C@H]2[C@@H](C2)C)C(=O)NC)=O)C=CC1 |r| (+/-)-1-(3-fluorobenzyl)-N3-methyl-N5-((trans)-2-methylcyclopropyl)-2-oxo-1,2-dihydropyridine-3,5-dicarboxamide